S(N)(OC1=CC=C(C=C1)C=1N=NN(C1)C1=CC(=CC=C1)C(F)(F)F)(=O)=O 4-[1-(3-trifluoromethyl-phenyl)-1H-[1,2,3]-triazol-4-yl]-phenyl sulfamate